ethyl 1-(2-chloro-5-fluorophenyl)-8-nitro-3-oxo-1H,2H,3H,4H-pyrrolo[1,2-a]pyrazine-6-carboxylate ClC1=C(C=C(C=C1)F)C1C=2N(CC(N1)=O)C(=CC2[N+](=O)[O-])C(=O)OCC